COCCN(C=1N=C(C2=C(N1)C(=NC(=N2)N(CCOC)CCOC)N2CC1=C(CC2)C=NN1)N1CC(N(CC1)C)=O)CCOC 4-(2,6-bis(bis(2-methoxyethyl)amino)-8-(1,4,5,7-tetrahydro-6H-pyrazolo[3,4-c]pyridin-6-yl)pyrimido[5,4-d]pyrimidin-4-yl)-1-methylpiperazin-2-one